N-[(6-Amino-2-pyridyl)sulfonyl]-6-(5,5-dimethyl-3-oxo-cyclohexen-1-yl)-2-(2,4,6-trimethylphenoxy)pyridin-3-carboxamid NC1=CC=CC(=N1)S(=O)(=O)NC(=O)C=1C(=NC(=CC1)C1=CC(CC(C1)(C)C)=O)OC1=C(C=C(C=C1C)C)C